CC1=NC2=CC=C(C=C2C(=N1)N1CC=2C=C(C=NC2CC1)C(F)(F)F)C 2,6-dimethyl-4-[3-(trifluoromethyl)-7,8-dihydro-5H-1,6-naphthyridin-6-yl]quinazoline